NC=1C=CC(=C(C(=O)OC)C1)C=1C(=NN(C1)C1CCC1)F Methyl 5-amino-2-(1-cyclobutyl-3-fluoro-1H-pyrazol-4-yl)benzoate